COC(=O)C1=CC=C(C=C1)B(O)O [4-(methoxycarbonyl)phenyl]boronic acid